9-[(3'-Dibenzothien-4-yl)biphenyl-3-yl]naphtho[1',2':4,5]furo[2,3-b]pyrazine C1=CC=C(C=2SC3=C(C21)C=CC=C3)C=3C=C(C=CC3)C3=CC(=CC=C3)C3=CN=C2C(=N3)OC3=C2C=2C=CC=CC2C=C3